(3S,4R)-4-((5-fluoro-4-(2-(2-hydroxypropan-2-yl)-4-isopropylquinolin-6-yl)pyrimidin-2-yl)amino)tetrahydro-2H-pyran-3-ol FC=1C(=NC(=NC1)N[C@H]1[C@@H](COCC1)O)C=1C=C2C(=CC(=NC2=CC1)C(C)(C)O)C(C)C